rac-N-(1'-(6-(2-cyanocyclopropyl)-2-(1,1-difluoroethyl)pyrimidin-4-yl)-1',2'-dihydrospiro[cyclopropane-1,3'-pyrrolo[3,2-c]pyridin]-6'-yl)acetamide C(#N)C1C(C1)C1=CC(=NC(=N1)C(C)(F)F)N1CC2(C=3C=NC(=CC31)NC(C)=O)CC2